N-(2,2-difluoroethyl)cyclopropanecarboxamide FC(CNC(=O)C1CC1)F